NCCOCCNC(=O)C1=C(C=C(C=C1)NC(=O)C=1N(C(=CN1)C1=C(C=C(C=C1)OC)Cl)C)CC N-[4-[2-(2-aminoethoxy)ethylcarbamoyl]-3-ethyl-phenyl]-5-(2-chloro-4-methoxyphenyl)-1-methyl-imidazole-2-carboxamide